4-bromopyridazine hydrobromide Br.BrC1=CN=NC=C1